(R)-5-Methyl-2-(4-((1-methylpiperidin-3-yl)amino)phthalazin-1-yl)phenol CC=1C=CC(=C(C1)O)C1=NN=C(C2=CC=CC=C12)N[C@H]1CN(CCC1)C